N1CC(C1)C1=CC2=C(N=NC(=C2)C2=C(C=CC=C2)O)N1 2-[6-(azetidin-3-yl)-7H-pyrrolo[2,3-c]pyridazin-3-yl]phenol